2-(5-((3-((5-((2-(2,2-dimethylpyrrolidin-1-yl)ethyl)carbamoyl)-2-methylpyridin-3-yl)amino)-1-methyl-1H-pyrazolo[3,4-d]pyrimidin-6-yl)amino)pyridin-3-yl)acetic acid CC1(N(CCC1)CCNC(=O)C=1C=C(C(=NC1)C)NC1=NN(C2=NC(=NC=C21)NC=2C=C(C=NC2)CC(=O)O)C)C